F[C@@H]1[C@@H]([C@@H](N(C1)C(=O)[C@@H]1OCCC1)CC=1C(=C(C=CC1)C1=CC(=CC(=C1)F)F)F)NS(=O)(=O)CC N-{(2S,3R,4S)-4-fluoro-1-[(2R)-oxolane-2-carbonyl]-2-[(2,3',5'-trifluoro[1,1'-biphenyl]-3-yl)methyl]pyrrolidin-3-yl}-ethanesulfonamide